ethyl 2-(4-(1-chloroethyl)phenoxy)-2-methylpropanoate ClC(C)C1=CC=C(OC(C(=O)OCC)(C)C)C=C1